OC[C@H](N)[C@H](O)CCCCCCCCCCCCCCCCC icosasphinganine